N-(4-(4-amino-1-(oxetan-3-yl)-1H-pyrazolo[3,4-d]pyrimidin-3-yl)phenyl)-5-(4-fluorophenyl)-1-(2-methoxyethyl)-4-oxo-1,4-dihydropyridazine-3-carboxamide NC1=C2C(=NC=N1)N(N=C2C2=CC=C(C=C2)NC(=O)C2=NN(C=C(C2=O)C2=CC=C(C=C2)F)CCOC)C2COC2